4-(2-(2,6-dioxopiperidin-3-yl)-1-oxoisoindolin-5-yl)-1-(((1r,4r)-4-methoxycyclohexyl)methyl)piperidine-4-carbonitrile O=C1NC(CCC1N1C(C2=CC=C(C=C2C1)C1(CCN(CC1)CC1CCC(CC1)OC)C#N)=O)=O